(2-phenyl-2-(2-ethoxyethoxy) ethyl) phenyl carbonate C(OCC(OCCOCC)C1=CC=CC=C1)(OC1=CC=CC=C1)=O